NCCCOCC(COCCCN)(COCCCN)COCCCN 3-[3-(3-aminopropoxy)-2,2-bis(3-amino-propoxymethyl)-propoxy]-propylamine